(S)-2-(4-butylpiperazine-1-carbonyl)azetidine-1-carboxylic acid tert-butyl ester C(C)(C)(C)OC(=O)N1[C@@H](CC1)C(=O)N1CCN(CC1)CCCC